NC1=CC(=C(C=C1)C(=O)C1=CC=C(C=C1)N)CCCC (4-amino-2-butylphenyl)(4-aminophenyl)methanone